CC1=CC(=NN1C1=CC=C(C=C1)CC1=CC=C(C=C1)C=1C=C2CN(CC2=CC1)C)C(=O)N 5-methyl-1-(4-(4-(2-methylisoindolin-5-yl)benzyl)phenyl)-1H-pyrazole-3-carboxamide